cis-N-(benzo[d]thiazol-5-yl)-1-(benzo[d]thiazol-6-ylsulfonyl)-3-fluoropiperidine-4-carboxamide S1C=NC2=C1C=CC(=C2)NC(=O)[C@@H]2[C@@H](CN(CC2)S(=O)(=O)C2=CC1=C(N=CS1)C=C2)F